[[4-(1,4,5,6-tetrahydro-4-methyl-6-oxo-3-pyridazinyl)phenyl]hydrazono]propanedinitrile CC1C(=NNC(C1)=O)C1=CC=C(C=C1)NN=C(C#N)C#N